4-[(5-Piperazin-1-ylpyridin-2-yl)amino]spiro[1,3,5,11-tetrazatricyclo[7.4.0.02,7]trideca-2,4,6,8-tetraene-13,1'-cyclohexane]-10-one N1(CCNCC1)C=1C=CC(=NC1)NC=1N=C2N3C(=CC2=CN1)C(NCC31CCCCC1)=O